tert-butyl (2-acetamido-3-(benzo[d]thiazol-2-yl)-4,5,6,7-tetrahydrobenzo[b]thiophen-6-yl)carbamate C(C)(=O)NC1=C(C2=C(S1)CC(CC2)NC(OC(C)(C)C)=O)C=2SC1=C(N2)C=CC=C1